N-(3-cyclopropylpyridin-2-yl)-3-(5-isopropoxypyridin-2-yl)-1,2,4-thiadiazol-5-amine C1(CC1)C=1C(=NC=CC1)NC1=NC(=NS1)C1=NC=C(C=C1)OC(C)C